3-(methylthio)-4-(trifluoromethyl)benzamide CSC=1C=C(C(=O)N)C=CC1C(F)(F)F